4-[(N-t-butoxycarbonylamino)methyl]aniline C(C)(C)(C)OC(=O)NCC1=CC=C(N)C=C1